F[B-](F)(F)F.C(CCC)[P+](CCCCCCCCCCCCCC)(CCCC)CCCC tributyl(tetradecyl)phosphonium tetrafluoroborate